[Yb].[Cs] cesium-ytterbium